zinc-cobalt copper sulfide [Cu]=S.[Co].[Zn]